5-bromo-(3-(difluoromethoxy)pyridin-2-yl)(tert-butoxycarbonyl)carbamate BrC=1C=C(C(=NC1)N(C([O-])=O)C(=O)OC(C)(C)C)OC(F)F